[4-(2,3-dihydro-1,4-benzodioxin-5-yl)thiazol-2-yl]-4-methoxy-benzamide O1CCOC2=C1C=CC=C2C=2N=C(SC2)C2=C(C(=O)N)C=CC(=C2)OC